ethyl 4-(6-(3,6-dihydro-2H-pyran-4-yl)pyrazolo[1,5-a]pyrazin-3-yl)benzoate O1CCC(=CC1)C=1N=CC=2N(C1)N=CC2C2=CC=C(C(=O)OCC)C=C2